(S)-4-amino-7-fluoro-N-methyl-N-(6-(trifluoro-methoxy)-2,3-dihydro-benzofuran-3-yl)imidazo-[1,5-a]quinoxaline-8-carboxamide NC=1C=2N(C3=CC(=C(C=C3N1)F)C(=O)N([C@@H]1COC3=C1C=CC(=C3)OC(F)(F)F)C)C=NC2